N2-[2-(4-methylpyrazol-1-yl)ethyl]-6-(1-tetrahydropyran-2-ylindazol-6-yl)-1,3,5-triazine-2,4-diamine CC=1C=NN(C1)CCNC1=NC(=NC(=N1)N)C1=CC=C2C=NN(C2=C1)C1OCCCC1